(S)-3-hydroxybutyryl-CoA O[C@H](CC(=O)SCCNC(CCNC([C@@H](C(COP(OP(OC[C@@H]1[C@H]([C@H]([C@@H](O1)N1C=NC=2C(N)=NC=NC12)O)OP(=O)(O)O)(=O)O)(=O)O)(C)C)O)=O)=O)C